[Cl-].[Ca+2].B(O)(O)O.[Cl-] boric acid calcium chloride